6-(2-methoxyethyl)-7-oxo-6,7-dihydro-5H-pyrrolo[3,4-b]Pyridine-2-carboxylic acid methyl ester COC(=O)C1=CC=C2C(=N1)C(N(C2)CCOC)=O